n-decyl (isodecyl) phthalate C(C=1C(C(=O)OCCCCCCCC(C)C)=CC=CC1)(=O)OCCCCCCCCCC